COC1CCN(CC1)C1=C(C=C2C(=N1)N=C(O2)N2CCOCC2)C(=O)NC=2C(=NC=CC2)OC 5-(4-Methoxypiperidin-1-yl)-N-(2-methoxypyridin-3-yl)-2-morpholinooxazolo[4,5-b]pyridine-6-carboxamide